1,2,3,4-tetramethyl-cyclopentadiene CC1=C(C(=C(C1)C)C)C